FC1=CNC2=NC=C(C=C21)C=2C=C1CCN(CC1=C(C2)[C@H]2NCCOC2)C(C(C)(C)O)=O (R)-3-(6-(3-fluoro-1H-pyrrolo[2,3-b]pyridin-5-yl)-2-(2-hydroxy-2-methylpropionyl)-1,2,3,4-tetrahydroisoquinolin-8-yl)morpholine